C1N(CCC2=CC=CC=C12)C[C@H](CN1CCOC2=C(C1=O)C=CC(=C2)CN2[C@H](CCC2)CO)O 4-[(2R)-3-(3,4-dihydro-1H-isoquinolin-2-yl)-2-hydroxy-propyl]-8-[[(2R)-2-(hydroxymethyl)pyrrolidin-1-yl]methyl]-2,3-dihydro-1,4-benzoxazepin-5-one